(S)-N-(1-(4-(tert-butyl)phenyl)ethyl)-3-(3-chloro-5-hydroxybenzyl)-1,2-dimethyl-1H-indole-6-carboxamide C(C)(C)(C)C1=CC=C(C=C1)[C@H](C)NC(=O)C1=CC=C2C(=C(N(C2=C1)C)C)CC1=CC(=CC(=C1)O)Cl